Tert-Butyl[(1R)-1-(4-Ethoxyphenyl)-2-Methoxyethyl]Carbamate C(C)(C)(C)OC(N[C@@H](COC)C1=CC=C(C=C1)OCC)=O